O1[C@@H](COCC1)CNC(=O)C1=C(C2=C(CC3(C4=CN(N=C24)C(=O)N(C)C)CC3)O1)C N7'-[(2R)-1,4-dioxan-2-ylmethyl]-N2',N2',8'-trimethylspiro[cyclopropane-1,4'-furo[2,3-g]indazole]-2',7'(5'H)-dicarboxamide